N-((3S,10R,13S)-17-(4-cyano-1H-imidazol-1-yl)-10,13-dimethyl-2,3,4,7,8,9,10,11,12,13,14,15-dodecahydro-1H-cyclopenta[a]phenanthren-3-yl)pyrazine-4-carboxamide C(#N)C=1N=CN(C1)C1=CCC2C3CC=C4C[C@H](CC[C@@]4(C3CC[C@]12C)C)NC(=O)N1CC=NC=C1